N1N=CC2=CC(=CC=C12)C#CC1=NC(=NC=C1)C1=NC(=NC=C1)NCC=1N=CC2=CC=CC=C2C1 4-((1H-Indazol-5-yl)ethynyl)-N-(isoquinolin-3-ylmethyl)-[2,4'-bipyrimidin]-2'-amine